tert-butyl-aminoethyl methacrylate C(C(=C)C)(=O)OCC(N)C(C)(C)C